C5-chloro-2-((4,6-dimethoxy-pyrimidin-2-yl)seleno)benzoic acid ClC=1C=CC(=C(C(=O)O)C1)[Se]C1=NC(=CC(=N1)OC)OC